N-methyl-1-(5-nitro-2-(2-(pyrrolidin-1-yl)ethoxy)phenyl)methylamine CNCC1=C(C=CC(=C1)[N+](=O)[O-])OCCN1CCCC1